C(=O)(OC(C)(C)C)N1CCN(CC1)C(C(=O)O)C1=CC=C(C=C1)C(F)(F)F 4-Boc-piperazinyl-2-[4-(trifluoromethyl)phenyl]acetic acid